C(C)OC(C(CC(=O)OCC)CC1=C(C=CC=C1)OCC)=O 2-ethoxybenzylsuccinic acid diethyl ester